(R)-(5-amino-5-(thiazolo[4,5-c]quinolin-2-yl)pentyl)carbamic acid benzyl ester C(C1=CC=CC=C1)OC(NCCCC[C@H](C=1SC2=C(C=NC=3C=CC=CC23)N1)N)=O